3-cyclopropyl-7-methyl-5-(4-(1-methylpiperidin-4-yl)phenyl)-2-(4-(methylsulfonyl)phenyl)-3H-imidazo[4,5-b]pyridine C1(CC1)N1C(=NC=2C1=NC(=CC2C)C2=CC=C(C=C2)C2CCN(CC2)C)C2=CC=C(C=C2)S(=O)(=O)C